N-(3-Cyano-4-fluorophenyl)-10-methyl-8-(1-methyl-1H-pyrazol-3-yl)-11-oxo-3,4,8,9,10,11-hexahydro-1H-pyrido[4',3':3,4]pyrazolo[1,5-a][1,4]diazepine-2(7H)-carboxamide C(#N)C=1C=C(C=CC1F)NC(=O)N1CC=2C(=NN3C2C(N(CC(C3)C3=NN(C=C3)C)C)=O)CC1